isopentylsuccinic acid diisobutyl ester C(C(C)C)OC(C(CC(=O)OCC(C)C)CCC(C)C)=O